ClC1=C(C(=C(C(=C1Cl)Cl)Cl)Cl)Cl hexachloro-benzene